6-[(7S)-3-[3-[5-(5-Fluoro-3-methylpyridin-2-yl)pyridin-2-yl]-1H-pyrrolo[2,3-b]pyridin-5-yl]-6,7,8,9-tetrahydro-5H-benzo[7]annulen-7-yl]-3-oxa-6-azabicyclo[3.1.1]heptane FC=1C=C(C(=NC1)C=1C=CC(=NC1)C1=CNC2=NC=C(C=C21)C2=CC1=C(CC[C@@H](CC1)N1C3COCC1C3)C=C2)C